(2S,3S,4R,5R)-5-(6-(benzylamino)-2-(2-methylpyridin-3-yl)-9H-purin-9-yl)-3,4-dihydroxyl-N-methyltetrahydrofuran-2-carboxamide C(C1=CC=CC=C1)NC1=C2N=CN(C2=NC(=N1)C=1C(=NC=CC1)C)[C@H]1[C@@H]([C@@H]([C@H](O1)C(=O)NC)O)O